t-butyl 16-hydroxyhexadecanoate OCCCCCCCCCCCCCCCC(=O)OC(C)(C)C